N1C=C(C2=CC=CC=C12)C[C@@H](C)N[C@H](C)C1=CC=CC=C1 (R)-1-(1H-indol-3-yl)-N-((R)-1-phenylethyl)propan-2-amine